C(C)(=O)N1C[C@H]([C@@H](CC1)N1N=CC(=C1C(=O)NC1=NC=C(C=C1F)C#CC1=CC=C(C=C1)F)Cl)F 1-((3R,4R)-1-acetyl-3-fluoropiperidin-4-yl)-4-chloro-N-(3-fluoro-5-((4-fluorophenyl)ethynyl)pyridin-2-yl)-1H-pyrazole-5-carboxamide